ClC1=C(C(=O)O)C(=CC=C1N1CC(C1)C1=CC=CC=C1)Cl 2,6-dichloro-3-(3-phenyl-azetidin-1-yl)benzoic acid